Diallyl 4-methyl-4-cyclohexene-1,2-dicarboxylate CC=1CC(C(CC1)C(=O)OCC=C)C(=O)OCC=C